ClCCCCCCCCCCCCCl 1,12-dichlorododecane